C(C1=CC=CC=C1)(C1=CC=CC=C1)NC1(CC2=C(OC1)C=CS2)C N-benzhydryl-6-methyl-5,7-dihydrothieno[3,2-b]pyran-6-amine